5-((3,6-difluoro-2-methoxybenzyl)amino)-N-methyl-8-phenylimidazo[1,5-c]pyrimidine-1-carboxamide FC=1C(=C(CNC2=NC=C(C=3N2C=NC3C(=O)NC)C3=CC=CC=C3)C(=CC1)F)OC